C(#C)[C@@H]1O[C@@H]([C@H]([C@@H]([C@H]1O)O)O)CO (2S,3R,4R,5S,6R)-2-ethynyl-6-(hydroxymethyl)tetrahydropyran-3,4,5-triol